C(C)(=O)N1CC(C1)[C@H](C)NC(=O)C1=CC2=CC=CC(=C2C=C1)OC1=CC=C(C=C1)C(F)(F)F (S)-N-(1-(1-acetylazetidin-3-yl)ethyl)-5-(4-(trifluoromethyl)phenoxy)-2-naphthamide